methyl N-[[5-[2-(4-amino-2,6-difluorophenyl)-2H-1,2,3-triazol-4-yl]-2-methylphenyl]methyl]carbamate NC1=CC(=C(C(=C1)F)N1N=CC(=N1)C=1C=CC(=C(C1)CNC(OC)=O)C)F